C[N+]1=C2C=C(C=CC2=CC3=C1C=C(C=C3)N)N.Cl.[Cl-] The molecule is a hydrochloride resulting from the reaction of equimolar amounts of 3,6-diamino-10-methylacridinium chloride and hydrogen chloride. It has a role as an antibacterial agent, an antiseptic drug, a carcinogenic agent and an intercalator. It contains a 3,6-diamino-10-methylacridinium chloride.